1-(benzofuran-2-yl)-N-methyl-methylamine O1C(=CC2=C1C=CC=C2)CNC